C(C1=CC=C(C(=O)OCC2(COC2)CC)C=C1)(=O)OCC1(COC1)CC bis[(3-ethyl-3-oxetanyl) methyl] terephthalate